titanium (IV) 2-ethylhexyloxide C(C)C(COCC(CCCC)CC)CCCC.[Ti+4]